{2-fluoro-3-[3-(pyridin-4-yl)-1-{[2-(trimethylsilyl)ethoxy]methyl}pyrazol-4-yl]phenyl}propane-1-sulfonamide FC1=C(C=CC=C1C=1C(=NN(C1)COCC[Si](C)(C)C)C1=CC=NC=C1)C(CC)S(=O)(=O)N